Benzyl(((1RS,2RS,4RS)-1,2-dihydroxy-4-(methylsulfonyl)cyclohexyl)methyl)carbamate C(C1=CC=CC=C1)OC(NC[C@]1([C@@H](C[C@@H](CC1)S(=O)(=O)C)O)O)=O |r|